ClC1=C(C(=C(C=C1)C=1N=NN(C1)[C@H]1[C@H]([C@H](O[C@@H]([C@@H]1OC)CN1N=NC(=C1)C1CCCC1)CO)O)F)F (2R,3R,4S,5R,6R)-4-(4-(4-Chloro-2,3-difluorophenyl)-1H-1,2,3-triazol-1-yl)-6-((4-cyclopentyl-1H-1,2,3-triazol-1-yl)methyl)-2-(hydroxymethyl)-5-methoxytetrahydro-2H-pyran-3-ol